1-(L-valinyl)-lysergic acid diethylamide C(C)N(C(=O)[C@H]1CN(C)[C@@H]2CC3=CN(C4=CC=CC(C2=C1)=C34)C([C@@H](N)C(C)C)=O)CC